[Na+].C(C)N(C1=CC=C(C=C1)NS([O-])(=O)=O)CC 4-(diethylamino)phenylsulfamic acid sodium salt